(2E,6R)-6-{[(2R,3R,5R,6S)-3,5-bis[(tert-butyldimethylsilyl)oxy]-6-methyloxan-2-yl]oxy}hept-2-enoic acid 2-phenylethyl ester C1(=CC=CC=C1)CCOC(\C=C\CC[C@@H](C)O[C@@H]1O[C@H]([C@@H](C[C@H]1O[Si](C)(C)C(C)(C)C)O[Si](C)(C)C(C)(C)C)C)=O